N-[2-(2-isopropyl-7,8-dihydro-6H-indeno[5,4-d][1,3]oxazol-8-yl)ethyl]acetamide C(C)(C)C=1OC2=C(N1)C=CC=1CCC(C12)CCNC(C)=O